heptylcysteine C(CCCCCC)N[C@@H](CS)C(=O)O